[6-(5-chloro-2-fluorophenyl)-3-methoxypyridazin-4-yl]-7-[2-(4-methylpiperazin-1-yl)ethoxy]quinolin-4-amine ClC=1C=CC(=C(C1)C1=CC(=C(N=N1)OC)C1=NC2=CC(=CC=C2C(=C1)N)OCCN1CCN(CC1)C)F